[K].[Cu].[Co].[Ni].[Fe] iron-nickel-cobalt-copper-potassium